C1(CCC1)CN[C@H]1CN(CCC1)C1=CC(N(C=C1)C(C)N1N=NC(=C1)C1=NC(=CN=C1)N(C)C)=O 4-((R)-3-((cyclobutylmethyl)amino)piperidin-1-yl)-1-(1-(4-(6-(dimethyl-amino)pyrazin-2-yl)-1H-1,2,3-triazol-1-yl)ethyl)pyridin-2(1H)-one